1-{4-[5-(2-chloropyridin-4-yl)-1H-pyrazol-3-yl]phenyl}-4-(2-fluoroethyl)piperazine ClC1=NC=CC(=C1)C1=CC(=NN1)C1=CC=C(C=C1)N1CCN(CC1)CCF